NC=1C(=CC(=C(C1)C1=C(C=C(C=C1)F)F)C(F)(F)F)C(=O)OC methyl 5-amino-2',4'-difluoro-2-(trifluoromethyl)-[1,1-biphenyl]-4-carboxylate